1-tert-butyl-4-chloro-pyrazolo[4,3-c]pyridine C(C)(C)(C)N1N=CC=2C(=NC=CC21)Cl